[Si](C)(C)(C(C)(C)C)OC1C(CN(C1)C(=O)OC(C)(C)C)(C)C=O tert-butyl 4-((tert-butyldimethylsilyl) oxy)-3-formyl-3-methylpyrrolidine-1-carboxylate